[N+](=O)([O-])C1=CC(=CC=2OC[C@H](NC21)C2CCOCC2)S(=O)(=O)N (R)-5-nitro-3-(tetrahydro-2H-pyran-4-yl)-3,4-dihydro-2H-benzo[b][1,4]oxazine-7-sulfonamide